(4-chlorophenoxy)-1,2-propanediol ClC1=CC=C(OC(C(C)O)O)C=C1